CC1(OC2=CC(=C3C(=C2C2=C1C=CC(=C2)C)OC(OC3=O)(CC(C)=O)C3=CC=C(C(=O)OC)C=C3)CCCCC)C methyl 4-(8,8,11-trimethyl-4-oxo-2-(2-oxopropyl)-5-pentyl-4H,8H-benzo[c][1,3]dioxino[4,5-f]chromen-2-yl)benzoate